1-(2,3-dihydrobenzo[b][1,4]dioxin-6-yl)-3-(indolin-1-yl)propan-1-one O1C2=C(OCC1)C=C(C=C2)C(CCN2CCC1=CC=CC=C21)=O